tert-butyl (R)-6-(2-(dimethylamino)ethoxy)-8-((tetrahydrofuran-3-yl)amino)-3,4-dihydroisoquinoline-2(1H)-carboxylate CN(CCOC=1C=C2CCN(CC2=C(C1)N[C@H]1COCC1)C(=O)OC(C)(C)C)C